(R)-N-(3-methoxy-4-(4-(4-methylpiperazin-1-yl)piperidin-1-yl)phenyl)-6-(3-phenylisoxazolidine-2-yl)pyrimidin-4-amine COC=1C=C(C=CC1N1CCC(CC1)N1CCN(CC1)C)NC1=NC=NC(=C1)N1OCC[C@@H]1C1=CC=CC=C1